N-methylindole bromide [Br-].CN1C=CC2=CC=CC=C12